C(CC(O)(C(=O)O)CC(=O)[O-])(=O)[O-].CN(CC(=O)O)C.[Ca+2] calcium N,N-dimethylglycinate citrate